Cl.C(C)(C)(C)OC(C1=CC=C(C=C1)N(C(=O)C1NCCC2=C(C=CC=C12)N1C(CN(CC1)C)=O)C)=O 4-(N-methyl-5-(4-methyl-2-oxopiperazin-1-yl)-1,2,3,4-tetrahydroisoquinoline-1-carboxamido)benzoic acid tert-butyl ester hydrochloride